1-phenyl-1H-pyrazolo[4,3-c]quinolin C1(=CC=CC=C1)N1N=CC=2C=NC=3C=CC=CC3C21